1,3-diamino-2-hydroxy-propane NCC(CN)O